BrC1=C(C(=CC=C1)[N+](=O)[O-])C 1-bromo-methyl-3-nitro-benzene